C(C)[C@@H]\1CN2CCC3=C([C@@H]2C/C1=C\C(=O)OC)N(C1=CC=CC(=C13)OC)S(=O)(=O)C1=CC=C(C)C=C1 Methyl (E)-2-((3S,12bS)-3-ethyl-8-methoxy-12-tosyl-3,4,6,7,12,12b-hexahydroindolo[2,3-a]quinolizin-2(1H)-ylidene)acetate